N[C@@H]1CN(CC1)C1=NC(=NC2=CC=C(C=C12)C)N1CCS(C2=C(C1)C=CC=C2)=NCCCOC 4-(((S)-3-aminopyrrolidin-1-yl)-6-methylquinazolin-2-yl)-1-((3-methoxypropyl)imino)-2,3,4,5-tetrahydro-benzo[f][1,4]thiazepine